C(C=C)(=O)O.C(C=C)(=O)O.OCCC1(C2=CC=CC=C2C2=CC=C(C(=C12)/C(=C/C(=O)O)/C(=O)O)/C(=C/C(=O)O)/C(=O)O)CCO 9,9-bis(2-hydroxyethyl)fluorenedimaleic acid diacrylate